N1([C@@H](C[C@H](C1)C(=O)OC)C(=O)OC)C(=O)OC(C)(C)C 1-(tert-butyl) 2,4-dimethyl (2S,4R)-pyrrolidine-1,2,4-tricarboxylate